3-C-β-D-glucosyl-1-(4-butylbenzyl)benzene-2,4,6-triol [C@@H]1([C@H](O)[C@@H](O)[C@H](O)[C@H](O1)CO)C=1C(=C(C(=CC1O)O)CC1=CC=C(C=C1)CCCC)O